FC1=C(C=CC=C1)C1=CC(=CN1S(=O)(=O)C1=CC=CC2=C1C=C(O2)CCOC)CNC {[5-(2-fluorophenyl)-1-{[2-(2-methoxyethyl)-1-benzofuran-4-yl]sulfonyl}-1H-pyrrol-3-yl]methyl}(methyl)amine